Cl.C(CCCCCCCCC)C=1C=CC2=C(N=C(O2)NCCCCCN)C1 N1-(5-decylbenzo[d]oxazol-2-yl)pentane-1,5-diamine hydrochloride